diphenylsulfone Potassium [K].C1(=CC=CC=C1)S(=O)(=O)C1=CC=CC=C1